C1(CC1)C=1C=2N(C=C(C1)N(C)C(C1=CC(=C(C=C1)F)OC)=O)C(=CN2)C=2C=CC(=NC2)NC(OC)=O methyl N-[5-[8-cyclopropyl-6-[(4-fluoro-3-methoxy-benzoyl)-methyl-amino]imidazo[1,2-a]pyridin-3-yl]-2-pyridyl]carbamate